((tetradecyloxy)methyl)propyl 4-bromobutanoate BrCCCC(=O)OCCCCOCCCCCCCCCCCCCC